ClC=1C=C(C=CC1)NC1(CC1)C(=O)N1[C@@H]2CC([C@H]([C@@H]1C(=O)N[C@H](C[C@H]1C(NCCC1)=O)C#N)CC2)(F)F (1S,3R,4S)-2-(1-((3-chlorophenyl)amino)cyclopropane-1-carbonyl)-N-((R)-1-cyano-2-((S)-2-oxopiperidin-3-yl)ethyl)-5,5-difluoro-2-azabicyclo[2.2.2]octane-3-carboxamide